C(C)(C)(C)OC(=O)N(C1C(C1)C1=CC=C(C=C1)C=1C(=NOC1C)C)CC1=CC=C(C=C1)/C=C/C(=O)OC Methyl (E)-3-(4-(((tert-butoxycarbonyl)(2-(4-(3,5-dimethylisoxazol-4-yl)phenyl)cyclopropyl)amino)methyl)phenyl)acrylate